(E)-4a-methyl-9a-(3,7,11,15-tetramethylhexadec-2-en-1-yl)-1,4,4a,9a-tetrahydro-1,4-methyleneanthracene-9,10-dione CC12C3C=CC(C2(C(C2=CC=CC=C2C1=O)=O)C\C=C(\CCCC(CCCC(CCCC(C)C)C)C)/C)C3